methyl 6-(4-([1,1'-biphenyl]-4-carbonyl)-2,5-dimethylthiophene-3-carboxamido)spiro[3.3]heptane-2-carboxylate C1(=CC=C(C=C1)C(=O)C=1C(=C(SC1C)C)C(=O)NC1CC2(CC(C2)C(=O)OC)C1)C1=CC=CC=C1